2',2'''-(pyridine-2,6-diyl)bis(3-(1-adamantanyl)-5-(butyldimethylsilyl)-[1,1'-biphenyl]-2-ol) N1=C(C=CC=C1C1=C(C=CC=C1)C=1C(=C(C=C(C1)[Si](C)(C)CCCC)C12CC3CC(CC(C1)C3)C2)O)C2=C(C=CC=C2)C=2C(=C(C=C(C2)[Si](C)(C)CCCC)C23CC1CC(CC(C2)C1)C3)O